FC=1C2=C(C(=NC1)C)CC(C2)NC2CCC1(CN(C(O1)=O)C1=NC3=C(OCC(N3)=O)N=C1)CC2 trans-6-[8-[(4-Fluoro-1-methyl-6,7-dihydro-5H-cyclopenta[c]pyridin-6-yl)amino]-2-oxo-1-oxa-3-azaspiro[4.5]decan-3-yl]-4H-pyrazino[2,3-b][1,4]oxazin-3-one